ClC1=CC=C(C=C1)C=1C2=CC=CC=C2C=2C=C(C=CC2C1)C1=CC2=CC=CC=C2C=C1 9-(4-chlorophenyl)-3-(naphthalen-2-yl)phenanthrene